CC1=NC(=CC(=N1)NC1=NN2C(C=C(C=C2)C=2N(N=CC2OC[C@H]2COC(C2)(C)C)C)=C1)C (R)-N-(2,6-dimethylpyrimidin-4-yl)-5-[4-[(5,5-dimethyltetrahydrofuran-3-yl)methoxy]-2-methyl-pyrazol-3-yl]pyrazolo[1,5-a]pyridin-2-amine